6-octyl formate C(=O)OC(CCCCC)CC